CC(CC)=CC(CC)C 3,5-dimethyl-3-Heptene